O=C1NC(CCC1N1C=C2C=CC(=CC2=C1)N1CC(C1)CN1CCNCC1)=O 2-(2,6-dioxopiperidin-3-yl)-5-[3-(piperazin-1-ylmethyl)azetidin-1-yl]Isoindole